Fucosyllactose tert-butyl-(2S,4R)-4-(3-(3-bromo-2-methylphenoxy)propyl)-2-methylpiperidine-1-carboxylate C(C)(C)(C)[C@]1(N(CC[C@H](C1)CCCOC1=C(C(=CC=C1)Br)C)C(=O)O)C.C1([C@@H](O)[C@H](O)[C@H](O)[C@@H](O1)C)C1(O)[C@H](O)[C@@H](O)[C@H](O[C@H]2[C@H](O)[C@@H](O)[C@@H](O)[C@H](O2)CO)[C@H](O1)CO